4-((3-(2,3-difluoro-4-(pyrimidin-2-yloxy)phenyl)imidazo[1,2-a]pyrazin-8-yl)amino)-2-ethyl-N-((1-(pyrrolidin-3-ylmethyl)piperidin-4-yl)methyl)benzamide formate C(=O)O.FC1=C(C=CC(=C1F)OC1=NC=CC=N1)C1=CN=C2N1C=CN=C2NC2=CC(=C(C(=O)NCC1CCN(CC1)CC1CNCC1)C=C2)CC